(R)-2-(4-fluorophenyl)-5-(4-(7-(trifluoromethyl)pyrazolo[1,5-a]pyridin-2-yl)-1,4,6,7-tetrahydro-5H-imidazo[4,5-c]pyridin-5-yl)-1,3,4-oxadiazole FC1=CC=C(C=C1)C=1OC(=NN1)N1[C@H](C2=C(CC1)NC=N2)C2=NN1C(C=CC=C1C(F)(F)F)=C2